N1(CCC1)CC1=CC=CC(=N1)C(=O)OC methyl 6-[(azetidin-1-yl)methyl]pyridine-2-carboxylate